4-(3-isopropyl-5-(piperidin-4-yl)-1H-indol-2-yl)-2,6-dimethylpyridin-3-amine C(C)(C)C1=C(NC2=CC=C(C=C12)C1CCNCC1)C1=C(C(=NC(=C1)C)C)N